C(C)(C)C1=C(C=CC=C1)C1=NC=C2N(C(N(C2=N1)CC1=CC=C(C=C1)OCC1CN(CCC1)C)=O)C 2-(2-isopropylphenyl)-7-methyl-9-(4-((1-methylpiperidin-3-yl)methoxy)benzyl)-7,9-dihydro-8H-purin-8-one